6-(4-((2-(2,4-dioxotetrahydropyrimidin-1(2H)-yl)benzyl)(methyl)amino)piperidin-1-yl)-2-(4-phenoxyphenyl)nicotinamide O=C1N(CCC(N1)=O)C1=C(CN(C2CCN(CC2)C2=NC(=C(C(=O)N)C=C2)C2=CC=C(C=C2)OC2=CC=CC=C2)C)C=CC=C1